3-[5-(2-methoxy-phenyl)-pyridin-2-yloxy]-azetidine-1-carboxylic acid COC1=C(C=CC=C1)C=1C=CC(=NC1)OC1CN(C1)C(=O)O